NN(C([O-])=O)C1=CC=CC=C1 amino-N-phenylcarbamate